3-(2-chlorophenoxy)-2,2-dimethyl-N-((3S,4S)-3-methylpiperidin-4-yl)propanamide guanosine-5'-O-monophosphate P(=O)(O)(O)OC[C@@H]1[C@H]([C@H]([C@@H](O1)N1C=NC=2C(=O)NC(N)=NC12)O)O.ClC1=C(OCC(C(=O)N[C@@H]2[C@H](CNCC2)C)(C)C)C=CC=C1